3-(1H-Benzo[d][1,2,3]triazol-5-yl)-N-(4-(trifluoromethyl)phenyl)pyridin-2-amine N1N=NC2=C1C=CC(=C2)C=2C(=NC=CC2)NC2=CC=C(C=C2)C(F)(F)F